(S)-3-((6-FLUOROPYRIDIN-3-YL)METHYL)-1-(5-(PYRIDIN-4-YL)-4H-1,2,4-TRIAZOL-3-YL)PIPERIDIN-2-ONE BENZENESULFONATE C1(=CC=CC=C1)S(=O)(=O)O.FC1=CC=C(C=N1)C[C@H]1C(N(CCC1)C1=NN=C(N1)C1=CC=NC=C1)=O